C1(=CC=CC=C1)C(=N[C@H](CC1=CC(=CC=C1)O)C(=O)OC)C1=CC=CC=C1 methyl N-(diphenylmethylidene)-3-hydroxy-D-phenylalaninate